FC=1C(=CC2=C(N(C=N2)C2=CC=C(C(=N2)N2N=C(C=C2C)C#N)[C@H](C)O)C1)NC=1C=NC(=C(C1)F)C 1-[6-[6-fluoro-5-[(5-fluoro-6-methyl-3-pyridyl)amino]benzimidazol-1-yl]-3-[(1S)-1-hydroxyethyl]-2-pyridyl]-5-methyl-pyrazole-3-carbonitrile